4-vinyl-piperidine-1-carboxylic acid tert-butyl ester C(C)(C)(C)OC(=O)N1CCC(CC1)C=C